ClCCCN1CCC(CC1)(C)NC(OC(C)(C)C)=O tert-butyl (1-(3-chloropropyl)-4-methylpiperidin-4-yl)carbamate